N[C@H]([C@@H](CC1=CC(=CC2=C1N=C(O2)C)S(=O)(=S)NCC(C)C)O)CC2=CC=CC=C2 (2R,3S)-3-amino-2-hydroxy-4-phenylbutyl-N-isobutyl-2-methylthiobenzo[d]oxazole-6-sulfonamide